trans-2-({4-methyl-2-[6-methyl-3-(2H-1,2,3-triazol-2-yl)pyridine-2-carbonyl]-2-azabicyclo[3.1.1]hept-3-yl}methyl)-2,3-dihydro-1H-isoindole-1,3-dione CC1C(N(C2CC1C2)C(=O)C2=NC(=CC=C2N2N=CC=N2)C)CN2C(C1=CC=CC=C1C2=O)=O